[OH-].[K+].C(CC)O propanol potassium hydroxide